1,9-phenanthridinediol 1-acetate C(C)(=O)OC1=CC=CC2=NC=C3C=CC(=CC3=C12)O